C(C)(=O)OI(C1=CC=C2CCN(C2=C1)S(=O)(=O)CC1=CC=CC=C1)OC(C)=O 6-(diacetoxyiodo)-1-toluenesulfonyl-indoline